N-butyl-N-[(2E)-2-methyl-3-phenylprop-2-enyl]amine C(CCC)NC\C(=C\C1=CC=CC=C1)\C